aluminum tris(dimethylphosphinate) CP([O-])(=O)C.CP([O-])(=O)C.CP([O-])(=O)C.[Al+3]